2,2,3,3-tetraiodobutane IC(C)(C(C)(I)I)I